tert-butyl 4-(5-bromo-1,3-benzothiazol-2-yl)-3,3-dimethyl-pyrrolidine-1-carboxylate BrC=1C=CC2=C(N=C(S2)C2C(CN(C2)C(=O)OC(C)(C)C)(C)C)C1